CN(CCN(C1=C(C=C(C(=C1)[N+](=O)[O-])NC1=NC=CC(=N1)C=1C=NN2C1C=CC=C2)OC)C)C N1-(2-dimethylaminoethyl)-2-methoxy-N1-methyl-5-nitro-N4-(4-pyrazolo[1,5-a]pyridin-3-ylpyrimidin-2-yl)benzene-1,4-diamine